1-carbonylpropane-1,2,2-tricarboxylic acid trimethyl ester COC(=O)C(C(C)(C(=O)OC)C(=O)OC)=C=O